5-[4-[1-[(2S)-2,3-dihydroxypropyl]-3-(trifluoromethyl)pyrazol-4-yl]-2,3-difluoro-phenyl]-1-methyl-imidazole-2-carboxamide O[C@@H](CN1N=C(C(=C1)C1=C(C(=C(C=C1)C1=CN=C(N1C)C(=O)N)F)F)C(F)(F)F)CO